3-(3-(2,4,5-trichlorophenyl)ureido)benzoic acid ClC1=C(C=C(C(=C1)Cl)Cl)NC(NC=1C=C(C(=O)O)C=CC1)=O